tert-butyl-(3-((tert-butoxycarbonyl)(((3aR,4R,6S,6aS)-6-hydroxy-2,2-dimethyltetrahydro-4H-cyclopenta[d][1,3]dioxol-4-yl)methyl)amino)propyl)(phenethyl)carbamate C(C)(C)(C)OC(N(CCC1=CC=CC=C1)CCCN(C[C@H]1C[C@@H]([C@@H]2OC(O[C@@H]21)(C)C)O)C(=O)OC(C)(C)C)=O